NC1=C(SC=2N=C(N=CC21)C)C(=O)NC2CC=1C(=CC(=NC1CC2)N2CC(C(C2)OCCOC)N)F 5-amino-N-{2-[3-amino-4-(2-methoxyethoxy)pyrrolidin-1-yl]-4-fluoro-5,6,7,8-tetrahydroquinolin-6-yl}-2-methylthieno[2,3-d]pyrimidine-6-carboxamide